3-oxocyclohexene O=C1C=CCCC1